OC1CCC(CC1)CC1CNC2=C(O1)C=C(C=C2[N+](=O)[O-])S(=O)(=O)N (((1S,4S)-4-hydroxycyclohexyl)methyl)-5-nitro-3,4-dihydro-2H-benzo[b][1,4]oxazine-7-sulfonamide